Methyl 2-((2-(2,6-difluoro-4-(2-carbonylpyrrolidin-1-yl)phenyl)-5-methyl-1H-benzo[d]imidazol-1-yl) methyl)morpholine-4-carboxylate FC1=C(C(=CC(=C1)N1C(CCC1)=C=O)F)C1=NC2=C(N1CC1CN(CCO1)C(=O)OC)C=CC(=C2)C